Cl.NCC1=CC=C(C=C1)OB(O)O 4-aminomethylphenyl-boric acid hydrochloride